2-methyl-5-(4-nitrophenyl)-1H-imidazole CC=1NC(=CN1)C1=CC=C(C=C1)[N+](=O)[O-]